(4-((4-(Cyclopropylamino)-3-(trifluoromethyl)-1H-pyrrolo[2,3-b]pyridin-6-yl)amino)-3-methoxyphenyl)(morpholino)methanon C1(CC1)NC1=C2C(=NC(=C1)NC1=C(C=C(C=C1)C(=O)N1CCOCC1)OC)NC=C2C(F)(F)F